CC1CC2=C(CC1)C(=O)OC2=O 4-methyl-1-cyclohexene-1,2-dicarboxylic anhydride